Cl.Cl.FC1CCN(CC1)CCCNC(=O)C1=CC2=C(N3C(S2)=NC=C3)C=C1 N-(3-(4-fluoropiperidin-1-yl)propyl)benzo[d]imidazo[2,1-b]thiazole-7-carboxamide dihydrochloride